2-chloro-methylsulfonylphenyl-oxazepan ClN1OCCCCC1(C1=CC=CC=C1)S(=O)(=O)C